C(N)(=O)[C@H]1N2C(N([C@H](CC1)C2)OS(=O)(=O)OCC(C(=O)[O-])(C)C)=O (((((1R,2S,5R)-2-carbamoyl-7-oxo-1,6-diazabicyclo[3.2.1]octan-6-yl) oxy) sulfonyl) oxy)-2,2-dimethylpropanoate